C(C(=O)O)N=C(N)N The molecule is the N-amidino derivative of glycine. It has a role as a human metabolite, a mouse metabolite, a nutraceutical, a rat metabolite and a bacterial metabolite. It is a conjugate acid of a guanidinoacetate. It is a tautomer of a guanidinoacetic acid zwitterion.